CC1=CC=C(C=C1)S(=O)(=O)[O-].C(CCCCCCC)[N+]1=CC2=CC=CC=C2CC1 N-octyl-3,4-dihydroisoquinolinium p-toluenesulphonate